FC1=C(C=CC(=C1)I)NC1=C(C=2C(=NC=CC2)N1C)C(=O)OC(C)(C)C tert-Butyl 2-((2-fluoro-4-iodophenyl)amino)-1-methyl-1H-pyrrolo[2,3-b]pyridine-3-carboxylate